Trans-Linoleic Acid C(CCCCCCC\C=C\C\C=C/CCCCC)(=O)O